(rac)-2'-[6-amino-5-(trifluoromethyl)pyridin-3-yl]-N-[(1-methylpiperidin-4-yl)methyl]-5',6'-dihydrospiro[pyrrolidine-3,4'-pyrrolo[1,2-b]pyrazole]-1-carboxamide NC1=C(C=C(C=N1)C=1C=C2N(N1)CC[C@]21CN(CC1)C(=O)NCC1CCN(CC1)C)C(F)(F)F |r|